2H-thieno[2,3-d][1,3]oxazine-2,4(1H)-dione N1C(OC(C2=C1SC=C2)=O)=O